CN1N=NC2=C1C=C(C=C2)C2=CNC=1N=C(N=CC12)NC1CCC(CC1)C(=O)N1CCCC1 ((1s,4s)-4-((5-(1-methyl-1H-benzo[d][1,2,3]triazol-6-yl)-7H-pyrrolo[2,3-d]pyrimidin-2-yl)amino)cyclohexyl)(pyrrolidin-1-yl)methanone